N-(4,5-dimethoxy-2-(3-morpholinopropylcarbamoyl)phenyl)nicotinamide COC1=CC(=C(C=C1OC)NC(C1=CN=CC=C1)=O)C(NCCCN1CCOCC1)=O